2-((6-fluoro-2-methylpyridin-3-yl)oxy)-4-(trifluoromethyl)benzamide (3',5'-di-tert-butyl-4-hydroxyphenyl)-propionate C(C)(C)(C)C=1C=C(C=C(C1O)C(C)(C)C)OC(CC)=O.FC1=CC=C(C(=N1)C)OC1=C(C(=O)N)C=CC(=C1)C(F)(F)F